CN(CC=C(C(=O)OC(C)(C)C)CC(N[C@@H](C)C1=CC=C(C=C1)C(F)(F)F)=O)C tert-butyl (S)-4-(dimethylamino)-2-(2-oxo-2-((1-(4-(trifluoromethyl)phenyl)ethyl)amino)ethyl)but-2-enoate